ClC=1C=C(C=CC1F)NC(N(CC)CC1=CN=C(C2=CC=CC=C12)Cl)=O 3-(3-chloro-4-fluorophenyl)-1-((1-chloroisoquinolin-4-yl)methyl)-1-ethylurea